C1N(CC2=CC=CC=C12)CC=1OC=C(C(C1)=O)OCC1CCN(CC1)S(=O)(=O)C 2-(Isoindolin-2-ylmethyl)-5-((1-(methylsulfonyl)piperidin-4-yl)-methoxy)-4H-pyran-4-one